2-(cyclobutylamino)-4-((1s,4s)-4-(dimethylcarbamoyl)cyclohexylamino)pyrimidine-5-carboxamide C1(CCC1)NC1=NC=C(C(=N1)NC1CCC(CC1)C(N(C)C)=O)C(=O)N